COC=1C=C(\C=N\NC(C2=NC(=CC=C2)C2=CC=C(C=C2)OCCC)=O)C=C(C1)OC (E)-N'-(3,5-dimethoxybenzylidene)-6-(4-propoxyphenyl)picolinohydrazide